tert-butyl {(2S)-4-[4-(methanesulfonyl)phenoxy]-3-oxo-1-[(3S)-2-oxopiperidin-3-yl]butan-2-yl}carbamate CS(=O)(=O)C1=CC=C(OCC([C@H](C[C@H]2C(NCCC2)=O)NC(OC(C)(C)C)=O)=O)C=C1